dihydroxyphenyl-(diphenyl)phosphine oxide OC=1C(=C(C=CC1)P(C1=CC=CC=C1)(C1=CC=CC=C1)=O)O